tert-butyl (4,5-dihydro-2H-benzo[g]indazol-7-yl)carbamate N=1NC=C2CCC3=C(C12)C=CC(=C3)NC(OC(C)(C)C)=O